BrC=1C=C2C=CNC2=C(C1)N1C(CCC1)=O 1-(5-Bromo-1H-indol-7-yl)pyrrolidin-2-one